3,3-diphenyl-9,9-bis(4-bromophenyl)-9H-fluorene C1(=CC=CC=C1)C1(CC=C2C(C3=CC=CC=C3C2=C1)(C1=CC=C(C=C1)Br)C1=CC=C(C=C1)Br)C1=CC=CC=C1